C(CCCC(=O)O)(=O)O 1,5-pentanedioic acid